4-methylbenzenesulfonamide 2,2,2-trifluoroacetate FC(C(=O)O)(F)F.CC1=CC=C(C=C1)S(=O)(=O)N